C12(CC1)C1CCC(OC2=O)C1 (±)-4-oxaspiro[bicyclo[3.2.1]octane-2,1'-cyclopropan]-3-one